COC(C1=C(C=CC=C1)C#CCN1C(C2=CC=CC=C2C1=O)=O)=O 2-(3-(1,3-dioxo-isoindolin-2-yl)prop-1-yn-1-yl)benzoic acid methyl ester